C1=C(C=CC2=CC=CC=C12)SC1=CC2=CC=CC=C2C=C1 di(naphthalene-2-yl) thioether